O1C(OCCC1)C1=C(C=CC(=C1)OC)C1CC(NC1)=O 4-(2-(1,3-dioxan-2-yl)-4-methoxyphenyl)pyrrolidin-2-one